(4R)-4-(3,5-difluorophenyl)-2-oxopyrrolidine-3-carboxylic acid ethyl ester C(C)OC(=O)C1C(NC[C@H]1C1=CC(=CC(=C1)F)F)=O